NCCC1=CN(C2=CC=CC=C12)C=1N=C(C2=C(N1)CCOC2)NCCC2CCOCC2 2-(3-(2-Aminoethyl)-1H-indol-1-yl)-N-(2-(tetrahydro-2H-pyran-4-yl)ethyl)-7,8-dihydro-5H-pyrano[4,3-d]pyrimidin-4-amine